[Cl-].C(C)(C)(C)OC(CCCCC(=O)OC(C(=O)OC1CC2CCC(C1)[N+]21CCCC1)(C1=CC=CC=C1)C1=CC=CC=C1)=O 3-(2-((6-(tert-butoxy)-6-oxohexanoyl)oxy)-2,2-diphenylacetoxy)spiro[bicyclo[3.2.1]octane-8,1'-pyrrolidin]-8-ium chloride